O=C1NC(CCC1N1C(C2=CC=C(C=C2C1)OCCCCC(=O)N)=O)=O 5-((2-(2,6-dioxopiperidin-3-yl)-1-oxoisoindolin-5-yl)oxy)pentanamide